tert-Butyl (3R)-3-(4-bromo-5-methylpyrazol-1-yl)piperidine-1-carboxylate BrC=1C=NN(C1C)[C@H]1CN(CCC1)C(=O)OC(C)(C)C